COC1=C(C=C(C(=O)O)C=C1)S(NC1=C(C=CC(=C1)N1N=NN=C1)N1CCCCC1)(=O)=O 4-methoxy-3-(N-(2-(piperidin-1-yl)-5-(1H-tetrazol-1-yl)phenyl)sulfamoyl)benzoic acid